C1(=CC=CC=C1)P(=O)(C1=CC=CC=C1)C=1C=C(C=CC1)S(=O)(=O)[O-] 3-(Diphenylphosphoryl)-benzenesulfonate